FC1(CCC(CC1)C1=CC(=NC(=N1)C1=CN=CN1C)C(=O)NC1CCC(CC1)OCC(F)(F)F)F 6-(4,4-difluorocyclohexyl)-2-(1-methyl-1H-imidazol-5-yl)-N-((1r,4r)-4-(2,2,2-trifluoroethoxy)cyclohexyl)pyrimidine-4-carboxamide